Methyl 3-(3-(4-(1-hydroxyethyl)phenoxy)azetidin-1-yl)-2-(1H-pyrrol-1-yl)benzoate OC(C)C1=CC=C(OC2CN(C2)C=2C(=C(C(=O)OC)C=CC2)N2C=CC=C2)C=C1